C1(CCCCC1)COC=1C=C(C=CC1)C#CCCN 4-(3-(cyclohexylmethoxy)phenyl)but-3-yn-1-amine